4-(1-fluoro-1-((3-fluorophenyl)sulfonyl)ethyl)-N-(isoxazol-5-yl)piperidine-1-carboxamide FC(C)(S(=O)(=O)C1=CC(=CC=C1)F)C1CCN(CC1)C(=O)NC1=CC=NO1